OC1=C(C=CC=C1)C(C=CCCC)=NO 1-(2-hydroxyphenyl)hex-2-en-1-one oxime